isoindole hydrochloride Cl.C=1NC=C2C=CC=CC12